C(C)C=1N=C2N(C=C(N=C2)C2=CC(=CC=C2)C(C(F)(F)F)(F)F)C1C1=C(C=C(C=C1F)O)F 4-[2-Ethyl-6-(3-pentafluoroethyl-phenyl)-imidazo[1,2-a]pyrazin-3-yl]-3,5-difluorophenol